CC1=C(N(C=2N=CNC(C21)=O)C2=CC(=CC=C2)Cl)C(=O)OCC ethyl 5-methyl-4-oxo-7-(3-chlorophenyl)-4,7-dihydro-3H-pyrrolo[2,3-d]pyrimidine-6-carboxylate